4-chloro-2-(((3s,4r)-3-hydroxytetrahydro-2H-pyran-4-yl)amino)pyrimidine-5-carbonitrile ClC1=NC(=NC=C1C#N)N[C@H]1[C@@H](COCC1)O